N1=CC=C(C=C1)CC1=CC=C(C=C1)NC(OCC1=CC=C(C=C1)C(N)=O)=O 4-carbamoylbenzyl (4-(pyridin-4-ylmethyl)phenyl)carbamate